C(C)N1N=CC(=C1)C1=CC=2C3=C(C=NC2C=C1OC)N(C(N3C3=NC=C(C=C3F)OC)=O)C 8-(1-Ethyl-1H-pyrazol-4-yl)-1-(3-fluoro-5-methoxy-pyridin-2-yl)-7-methoxy-3-methyl-1,3-dihydroimidazo-[4,5-c]quinolin-2-one